NC=1N(C2=C(N1)C=C(C=C2C#N)CC=2N(N=CC2)C)C 2-amino-3-methyl-6-[(2-methylpyrazol-3-yl)methyl]benzimidazole-4-carbonitrile